FC=1C=C(C=CC1N1CCCC1)C1=CC(C(=CN1C1=CC2=C(N=C(O2)N2[C@H](CCC2)COC)C=C1)C(=O)O)=O (R)-6-(3-fluoro-4-(pyrrolidin-1-yl)phenyl)-1-(2-(2-(methoxymethyl)pyrrolidin-1-yl)benzo[d]oxazol-6-yl)-4-oxo-1,4-dihydropyridine-3-carboxylic acid